FCC(CN1N=C(C=C1CO)C1=CC=C(C=C1)F)O 1-fluoro-3-(3-(4-fluorophenyl)-5-(hydroxymethyl)-1H-pyrazol-1-yl)propan-2-ol